F[C@@H]1CN(C[C@H]1O)C(=O)C=1C=C(OC2=NC(=CC(=C2)CNC(OC(C)(C)C)=O)C(F)(F)F)C=CC1 |r| racemic-trans-tert-butyl ((2-(3-(3-fluoro-4-hydroxypyrrolidine-1-carbonyl)phenoxy)-6-(trifluoromethyl)pyridin-4-yl)methyl)carbamate